(5-methyl-6-(trifluoromethyl)-2-((2-(trimethylsilyl)ethoxy)methyl)-2H-indazol-7-yl)boronic acid CC1=CC2=CN(N=C2C(=C1C(F)(F)F)B(O)O)COCC[Si](C)(C)C